6-[5-Chloro-2-methoxy-3-(trifluoromethyl)phenyl]-N-[(2,4-dimethoxyphenyl)methyl]-4-methylphthalazin-1-amine ClC=1C=C(C(=C(C1)C=1C=C2C(=NN=C(C2=CC1)NCC1=C(C=C(C=C1)OC)OC)C)OC)C(F)(F)F